(4R)-2-(((2R,3S,4R,5R)-5-(6-amino-9H-purin-9-yl)-3,4-dihydroxytetrahydrofuran-2-yl)methoxy)-4-(4-chloro-2-fluorophenyl)-1,3,2-dioxaphosphorinane 2-sulfide NC1=C2N=CN(C2=NC=N1)[C@H]1[C@@H]([C@@H]([C@H](O1)COP1(OCC[C@@H](O1)C1=C(C=C(C=C1)Cl)F)=S)O)O